C(C)(C)(CC)C1=NOC(=N1)C=1C2=C(N(N1)C1=NC=CN=C1)C1CCC(C2)O1 3-(3-(tert-pentyl)-1,2,4-oxadiazol-5-yl)-1-(pyrazin-2-yl)-1,4,5,6,7,8-hexahydro-5,8-epoxycyclohepta[c]pyrazole